ClC=1C=C2C=NC(=NC2=CC1C1(CCN(CC1)C)F)NC=1C=NN(C1Cl)C1CC1 6-chloro-N-(5-chloro-1-cyclopropyl-1H-pyrazol-4-yl)-7-(4-fluoro-1-methylpiperidin-4-yl)quinazolin-2-amine